7-{4-[1-(difluoromethyl)cyclopropyl]phenyl}-2-methanesulfinylimidazo[4,3-f][1,2,4]triazine FC(C1(CC1)C1=CC=C(C=C1)C1=NC=C2C=NC(=NN21)S(=O)C)F